5-(2-ethoxypyridin-3-yl)-N-((3-(fluoromethyl)isoxazol-5-yl)methyl)-1-isopropyl-N-(4-methoxybenzyl)-3-methyl-1H-pyrazolo[4,3-b]pyridin-7-amine C(C)OC1=NC=CC=C1C1=CC(=C2C(=N1)C(=NN2C(C)C)C)N(CC2=CC=C(C=C2)OC)CC2=CC(=NO2)CF